ClC=1C(=CC=2N(C1)C=NN2)I 6-chloro-7-iodo-[1,2,4]triazolo[4,3-a]pyridine